BrC1=C(C=CC=C1)C(C(=O)[O-])C(C)=O 2-(2-bromophenyl)-3-oxobutanoate